COC(=O)[C@H]1N=C(CC1)C1=CC=C(C=C1)OCC1=C(C=CC=C1)F (S)-5-(4-((2-fluorobenzyl)oxy)phenyl)-3,4-dihydro-2H-pyrrole-2-carboxylic acid methyl ester